4-(2-aminoethoxy)-2-(2,6-dioxopiperidin-3-yl)isoindole-1,3-dione NCCOC1=C2C(N(C(C2=CC=C1)=O)C1C(NC(CC1)=O)=O)=O